C1(=C(C=CC=C1)C(=O)N1[C@@H]2[C@@H](C[C@H](C1)C2)NC2=NC=C(N=C2)C(F)(F)F)C2=CC=CC=C2 [1,1'-biphenyl]-2-yl((1S,4S,6R)-6-((5-(trifluoromethyl)pyrazin-2-yl)amino)-2-azabicyclo[2.2.1]heptan-2-yl)methanone